8-methoxy-3-(4,4,5,5-tetramethyl-1,3,2-dioxaborolan-2-yl)-2-(trifluoromethyl)-4H-pyrido[1,2-a]pyrimidin-4-one COC1=CC=2N(C(C(=C(N2)C(F)(F)F)B2OC(C(O2)(C)C)(C)C)=O)C=C1